N-(2,6-dichlorophenyl)-2-((4-(4-methylpiperazin-1-yl)phenyl)amino)pyrimidine-5-carboxamide ClC1=C(C(=CC=C1)Cl)NC(=O)C=1C=NC(=NC1)NC1=CC=C(C=C1)N1CCN(CC1)C